4-((6,7-dimethoxyquinolin-4-yloxy)phenyl)-N-(4-fluorophenyl)cyclopropane-1,1-dicarboxamide hydrochloride Cl.COC=1C=C2C(=CC=NC2=CC1OC)OC1=C(C=CC=C1)C1(CC=C(C=C1)NC(=O)C1(CC1)C(=O)N)F